((1R,5S)-6,6-dimethyl-3-(quinoline-2-carbonyl)-3-azabicyclo[3.1.0]hexane-2-carbonyl)-L-phenylalanine CC1([C@H]2CN(C([C@@H]12)C(=O)N[C@@H](CC1=CC=CC=C1)C(=O)O)C(=O)C1=NC2=CC=CC=C2C=C1)C